C1(=CC=CC=C1)CCCN 3-PHENYLPROPYLAMINE